9-(4-chloro-2-fluoro-phenyl)-7-[(2S,4S,6R)-2-(1-cyclopropylpyrazol-4-yl)-6-methyl-tetrahydropyran-4-yl]-2,3-dimethyl-pyrimido[1,2-b]pyridazin-4-one ClC1=CC(=C(C=C1)C=1C=2N(N=C(C1)[C@@H]1C[C@H](O[C@@H](C1)C)C=1C=NN(C1)C1CC1)C(C(=C(N2)C)C)=O)F